N-(4-(2-(2-aminopyridin-3-yl)-5-phenyl-3H-imidazo[4,5-b]pyridin-3-yl)benzyl)-3,5-dioxocyclohexane-1-carboxamide NC1=NC=CC=C1C1=NC=2C(=NC(=CC2)C2=CC=CC=C2)N1C1=CC=C(CNC(=O)C2CC(CC(C2)=O)=O)C=C1